C(CCCCC)C1=NNC(C1)(C)CCCCCC 3,5-dihexyl-5-methyl-4,5-dihydro-1H-pyrazole